O=C1/C(/NC2=CC=CC=C12)=C/1\C(NC2=CC=CC=C12)=O (3E)-3-(3-oxo-1H-indol-2-ylidene)-1H-indol-2-one